2-(allylsulfanyl)-1-(4-(5-(trifluoromethyl)-1,2,4-oxadiazol-3-yl)phenyl)ethan-1-one C(C=C)SCC(=O)C1=CC=C(C=C1)C1=NOC(=N1)C(F)(F)F